N,N'-di-Boc-2-furoylguanidine C(=O)(OC(C)(C)C)N(C(=N)NC(=O)OC(C)(C)C)C(=O)C=1OC=CC1